hexamethylnicotine malate C(C(O)CC(=O)O)(=O)O.CCN1C(C=2C(=C(C(=NC2C)C)C)C)(CCC1)C